7-(5,5-difluorotetrahydro-2H-pyran-3-yl)-2-chloro-5-cyclopropyl-5H-pyrrolo[3,2-d]pyrimidine FC1(CC(COC1)C1=CN(C2=C1N=C(N=C2)Cl)C2CC2)F